CC1=CC(=C(C=C1)C#CC1CN(C1)C(=O)OC(C)(C)C)C(F)(F)F tert-Butyl 3-[2-[4-methyl-2-(trifluoromethyl)phenyl]ethynyl]azetidine-1-carboxylate